C1(CC1)CN1CCC(CC1)CC(C1=CC(=CC=C1)F)N1C2=C(C=3C=CC(=CC13)C(C)(C)O)N=CC(=C2)C2=C(N=NN2C)C 2-(5-(2-(1-(cyclopropylmethyl)piperidin-4-yl)-1-(3-fluorophenyl)ethyl)-3-(1,4-dimethyl-1H-1,2,3-triazol-5-yl)-5H-pyrido[3,2-b]indol-7-yl)propan-2-ol